FC1=CC=C(C=C1)C=1N=C(NC1C=1C=CC=2N(C1)C=CN2)C 6-(4-(4-Fluorophenyl)-2-methyl-1H-imidazol-5-yl)imidazo[1,2-a]pyridine